(3aS,6aS)-5-(4-iodophenyl)hexahydro-2H-furo[2,3-c]pyrrole IC1=CC=C(C=C1)N1C[C@@H]2[C@H](C1)CCO2